C[C@@]1(CN(CCOC1)C=1C2=C(N=C(N1)S(=O)(=O)C)SC1=C2N=CN=C1C1=C2C=NN(C2=CC(=C1C(F)(F)F)C)C1OCCCC1)O (6S)-6-methyl-4-(4-(6-methyl-1-(tetrahydro-2H-pyran-2-yl)-5-(trifluoromethyl)-1H-indazol-4-yl)-7-(methylsulfonyl)thieno[2,3-d:4,5-d']dipyrimidin-9-yl)-1,4-oxazepan-6-ol